N-((1R,2S)-2-Acrylamidocyclohexyl)-4-oxo-5-(5-phenoxypyrazin-2-yl)-4,5-dihydro-3H-1-thia-3,5,8-triazaacenaphthylene-2-carboxamide C(C=C)(=O)N[C@@H]1[C@@H](CCCC1)NC(=O)C=1SC=2N=CC=C3N(C(NC1C23)=O)C2=NC=C(N=C2)OC2=CC=CC=C2